CC(=O)[C@H]1CC[C@@H]2[C@@]1(CC[C@H]3[C@H]2CCC4=CC(=O)CC[C@H]34)C 19-norpregn-4-ene-3,20-dione